2,2-bis(((4-azido-2,3,5,6-tetrafluorobenzoyl)oxy)methyl)propane-1,3-diyl bis(4-azido-2,3,5,6-tetrafluorobenzoate) N(=[N+]=[N-])C1=C(C(=C(C(=O)OCC(COC(C2=C(C(=C(C(=C2F)F)N=[N+]=[N-])F)F)=O)(COC(C2=C(C(=C(C(=C2F)F)N=[N+]=[N-])F)F)=O)COC(C2=C(C(=C(C(=C2F)F)N=[N+]=[N-])F)F)=O)C(=C1F)F)F)F